[Ir].C(C)(=O)C=1C=C(C=C2C(C(=C(OC12)N1CCC(CC1)(C)C)C)=O)C(F)(F)F 8-acetyl-2-(4,4-dimethyl-1-piperidyl)-3-methyl-6-(trifluoromethyl)chromen-4-one IRIDIUM